3-(3-(4-chloro-3-trifluoromethylphenyl)ureido)-N-(2-hydroxyethyl)-8-methyl-2,3,4,9-tetrahydro-1H-carbazole-5-carboxamide ClC1=C(C=C(C=C1)NC(NC1CCC=2NC=3C(=CC=C(C3C2C1)C(=O)NCCO)C)=O)C(F)(F)F